FC1(C(C1)C1=NOC(=C1)C=1C(=C(C(=CC1)O)N1CC(NS1(=O)=O)=O)F)F 5-(3-(3-(2,2-difluorocyclopropyl)isoxazol-5-yl)-2-fluoro-6-hydroxyphenyl)-1,2,5-thiadiazolidin-3-one 1,1-dioxide